FC(OC1=C(N)C=CC(=C1)N1CCC(CC1)N1C[C@@H](N(CC1)C)C)F (S)-2-(difluoromethoxy)-4-(4-(3,4-dimethylpiperazin-1-yl)piperidin-1-yl)aniline